C(C1=CC=CC=C1)OC1=NC(=CC=C1N1C(C2=CC=C(C=C2C1)C(=O)N1CC(C2=CC=C(C=C12)F)C)=O)OCC1=CC=CC=C1 2-(2,6-bis(benzyloxy)pyridin-3-yl)-5-(6-fluoro-3-methylindoline-1-carbonyl)isoindolin-1-one